3-({[(4R)-7-[2-(trifluoromethyl)phenyl]-3,4-dihydro-2H-1-benzopyran-4-yl]methyl}amino)pyridine-4-carboxylic acid methyl ester COC(=O)C1=C(C=NC=C1)NC[C@@H]1CCOC2=C1C=CC(=C2)C2=C(C=CC=C2)C(F)(F)F